1-[2-(4-fluoro-3,5-dimethyl-phenyl)-4,5,6,7-tetrahydro-pyrazolo[1,5-a]pyrazin-3-yl]-3-(1-methylindazol-5-yl)imidazol-2-one FC1=C(C=C(C=C1C)C1=NN2C(CNCC2)=C1N1C(N(C=C1)C=1C=C2C=NN(C2=CC1)C)=O)C